N[C@H](C)C=1C=C(C=C2C(C(=C(OC12)C1=CC=2C(=NC=CC2)N1)C)=O)C 8-[(1R)-1-Aminoethyl]-3,6-dimethyl-2-(1H-pyrrolo[2,3-b]pyridin-2-yl)chromen-4-one